1,1,2,2-tetrakis(2-aminophenyl)ethane NC1=C(C=CC=C1)C(C(C1=C(C=CC=C1)N)C1=C(C=CC=C1)N)C1=C(C=CC=C1)N